methyl 5-cyclopropyl-4-(((1-(1-(3,5-difluorophenyl) propyl)-3-fluoroazetidin-3-yl) methoxy) methyl)-2-fluorobenzoate C1(CC1)C=1C(=CC(=C(C(=O)OC)C1)F)COCC1(CN(C1)C(CC)C1=CC(=CC(=C1)F)F)F